C(C1=CC=CC=C1)N1CCN(C2=CC=C(C=C12)OC)S(=O)(=O)C1=C(C=CC=C1F)F 4-benzyl-1-((2,6-difluorophenyl)sulfonyl)-6-methoxy-1,2,3,4-tetrahydroquinoxaline